TRIETHYLCITRAT C(C)C(C(C(C(=O)[O-])(CC)CC)(O)C(=O)[O-])C(=O)[O-]